C(C)(C)(C)OC(NS(=O)(=O)[N+](CCCC)(CCCC)CCCC)=O N-(tributyl-ammoniumsulfonyl)carbamic acid tert-butyl ester